(3S*,4R*)-4-(6-methoxypyridin-3-yl)-2-oxopyrrolidine-3-carboxylic acid COC1=CC=C(C=N1)[C@H]1[C@@H](C(NC1)=O)C(=O)O |o1:8,9|